N-[4-(anilino)phenyl]methacrylamide N(C1=CC=CC=C1)C1=CC=C(C=C1)NC(C(=C)C)=O